3,7-diphenyldibenzo[b,d]furan-1,2,6,8,9-d5-4-amine C1(=CC=CC=C1)C1=C(C(=C2C(OC3=C2C(=C(C(=C3[2H])C3=CC=CC=C3)[2H])[2H])=C1N)[2H])[2H]